cyclopropylaminopyrimidinylamide C1(CC1)N[N-]C1=NC=CC=N1